(1R,5S,6r)-3-azabicyclo[3.1.0]hexane-3,6-dicarboxylic acid 6-ethyl ester 3-tert-butyl ester C(C)(C)(C)OC(=O)N1C[C@H]2C([C@H]2C1)C(=O)OCC